C(C)OP(=O)(C(C1=C(C=C(C=C1C)C)C)=O)C1=CC=CC=C1 phenyl-(2,4,6-trimethylbenzoyl)phosphinic acid ethyl ester